dl-m-methylphenyl-propoxyphosphine dithioldiacrylate Methacrylate C(C(=C)C)(=O)O.S1SC(C(=C1)C=CC(=O)O)C=CC(=O)O.CC=1C=C(C=CC1)POCCC